COCC1=CC=2C(=NC(=CC2C2(CCC2)COC)C2=CC=3C(N=C2)=NN(C3)C)S1 5-(2-(methoxymethyl)-4-(1-(methoxymethyl)cyclobutyl)thieno[2,3-b]pyridin-6-yl)-2-methyl-2H-pyrazolo[3,4-b]pyridine